C(C)(C)(C)OC(=O)N1CCC(CC1)NC1=CC(=NC(=N1)Cl)C(=O)OC methyl 6-((1-tert-butoxycarbonylpiperidin-4-yl) amino)-2-chloropyrimidine-4-carboxylate